17-octadecene-9,11,13-trienoic acid C(CCCCCCCC=CC=CC=CCCC=C)(=O)O